10-icosanoyl-10H-phenoxazine-3,7-diyl diacetate C(C)(=O)OC=1C=CC=2N(C3=CC=C(C=C3OC2C1)OC(C)=O)C(CCCCCCCCCCCCCCCCCCC)=O